NC1=CN=C(C=C1C=O)F 5-AMINO-2-FLUOROISONICOTINALDEHYDE